The molecule is the zwitterionic form of N(omega)-methyl-L-arginine in which the imino nitrogen has been protonated. It is a conjugate acid of a N(omega)-methyl-L-arginine zwitterion. C[NH+]=C(N)NCCC[C@@H](C(=O)[O-])[NH3+]